C(C)(C)N(P(OCC1(CCN(CC1)C(CCCCCNC(CCCCC#C)=O)=O)COC(C1=CC=CC=C1)(C1=CC=C(C=C1)OC)C1=CC=C(C=C1)OC)OCCC#N)C(C)C (4-((bis(4-methoxyphenyl)(phenyl)methoxy)methyl)-1-(6-(hept-6-ynamido)hexanoyl)piperidin-4-yl)methyl (2-cyanoethyl) diisopropylphosphoramidite